6-Chloro-2-cyclopentyl-1-oxo-4-(pyridin-3-yl)-1,2-dihydroisoquinoline-3-carboxylic Acid ClC=1C=C2C(=C(N(C(C2=CC1)=O)C1CCCC1)C(=O)O)C=1C=NC=CC1